[2H]C1(CN(CCOC1)C(=O)C1=CC2=C(C=N1)C=NN2)[2H] (6,6-dideuterio-1,4-oxazepan-4-yl)-(1H-pyrazolo[4,3-c]pyridin-6-yl)methanone